(3R)-1-azabicyclo[2.2.2]octan N12CCC(CC1)CC2